(tetrahydrofuran-2-yl)naphthalene O1C(CCC1)C1=CC=CC2=CC=CC=C12